COC1=C(C=CC=C1)C=CCNCC(COC1=CC=C(C=C1)NC1=CC=CC=C1)O ((3-(2-methoxyphenyl)allyl)amino)-3-(4-(phenylamino)phenoxy)propan-2-ol